3-chloro-6-cyanopicolinoyl chloride ClC=1C(=NC(=CC1)C#N)C(=O)Cl